chloro-4-(methylamino)-3,4,5,6-tetrahydro-[1,1'-biphenyl]-2-carboxylic acid methyl ester COC(=O)C1=C(CCC(C1Cl)NC)C1=CC=CC=C1